CC1(C(N(C(N1CC1=CC(=NC=C1)NC(=O)NC1COC1)=O)C1=CC=C(C=C1)SC(F)(F)F)=O)C 1-(4-((5,5-dimethyl-2,4-dioxo-3-(4-((trifluoromethyl)thio)phenyl)imidazolidin-1-yl)methyl)pyridin-2-yl)-3-(oxetan-3-yl)urea